N1N=CC=C1C1C(N(CCC1)C(=O)OCC(F)F)CO[C@@H]1CC[C@@H](CC1)C1=C(C(=CC=C1F)F)F 2,2-difluoroethyl 3-(1H-pyrazol-5-yl)-2-((((CIS)-4-(2,3,6-trifluorophenyl)-cyclohexyl)oxy)methyl)piperidine-1-carboxylate